tert-butyl (5R)-5-[(5-bromo-4-methylpentanoyl)amino]-3,3-difluoropiperidine-1-carboxylate BrCC(CCC(=O)N[C@@H]1CC(CN(C1)C(=O)OC(C)(C)C)(F)F)C